C1(CC1)C1=C(C=CC=C1)N1CC(C1)C1=CC(=C(CN2CCC(CC2)C(=O)OC)C(=C1)C)C methyl 1-(4-(1-(2-cyclopropylphenyl)azetidin-3-yl)-2,6-dimethylbenzyl)-piperidine-4-carboxylate